CO[C@@H]1C[C@H](CCC1)NC=O N-((1S,3S)-3-methoxycyclohexyl)formamide